1-(chloromethyl)naphthalene tert-butyl-7-(difluoromethoxy)-8-fluoro-3,4,4a,9b-tetrahydrobenzofuro[3,2-b]pyridine-1(2H)-carboxylate C(C)(C)(C)OC(=O)N1C2C(CCC1)OC1=C2C=C(C(=C1)OC(F)F)F.ClCC1=CC=CC2=CC=CC=C12